ClC=1C=C(C=C(C1)F)N1C2=C(C(=C1)S(=O)(=O)C(F)F)C(C(C2)(F)F)O 1-(3-Chloro-5-fluorophenyl)-3-((difluoromethyl)sulfonyl)-5,5-difluoro-1,4,5,6-tetrahydrocyclopenta[b]pyrrol-4-ol